[Ru](Br)(Br)Br ruthenium (iii) bromide